ethyl 3-oxo-2-propionamidobutyrate O=C(C(C(=O)OCC)NC(CC)=O)C